(E)-N-(4-(1-(4-(4-((2-(2,6-dioxopiperidin-3-yl)-1-oxoisoindolin-4-yl)glycyl)piperazin-1-yl)benzoyl)piperidin-4-yl)butyl)-3-(pyridin-3-yl)acrylamide O=C1NC(CCC1N1C(C2=CC=CC(=C2C1)NCC(=O)N1CCN(CC1)C1=CC=C(C(=O)N2CCC(CC2)CCCCNC(\C=C\C=2C=NC=CC2)=O)C=C1)=O)=O